N-(3-(1H-pyrazol-4-yl)-1H-indol-7-yl)-3-amino-2-(4-hydroxyphenyl)-propionamide N1N=CC(=C1)C1=CNC2=C(C=CC=C12)NC(C(CN)C1=CC=C(C=C1)O)=O